C(C1=CC=CC=C1)OC(CCS(=O)C1=NC(=CC(=N1)C=1C=CC(N(C1)CC1=CC(=C(C=C1)OC)OC)=O)C(F)(F)F)C1=CC=CC=C1 5-(2-((3-(benzyloxy)-3-phenylpropyl)sulfinyl)-6-(trifluoromethyl)pyrimidin-4-yl)-1-(3,4-dimethoxybenzyl)pyridin-2(1H)-one